P(=S)([O-])([O-])[O-].[Ca+2].P(=S)([O-])([O-])[O-].[Ca+2].[Ca+2] Calcium thiophosphate